C1(=CC=CC=C1)C1=C2C=CC=CC2=C(C2=CC=CC=C12)C1=CC(=CC=C1)C=1C2=CC=CC=C2C(=C2C=CC=CC12)C1=CC=CC=C1 1,3-bis(10-phenylanthracen-9-yl)benzene